NC1=C(SC=2N=C(N=C(C21)C)C)C(=O)NC2CC=1C=C(C(=NC1CC2)N2CC(C(C2)C(COC)(F)F)N)F 5-amino-N-{2-[3-amino-4-(1,1-difluoro-2-methoxyethyl)pyrrolidin-1-yl]-3-fluoro-5,6,7,8-tetrahydroquinolin-6-yl}-2,4-dimethylthieno[2,3-d]pyrimidine-6-carboxamide